OC(=O)C(F)(F)F.COC(N)=O carbamic acid methyl ester TFA salt